N1(CCC1)C(=O)\C(\C#N)=C(/O)\C1=CC(=C(C(=C1)[N+](=O)[O-])O)O (Z)-2-(azetidine-1-carbonyl)-3-(3,4-dihydroxy-5-nitrophenyl)-3-hydroxyacrylonitrile